2-[(3-ethynyl-8-meth-yl-6-quinolyl)oxy]-N-(2-fluoroethyl)-2-methylsulfanyl-acetamide C(#C)C=1C=NC2=C(C=C(C=C2C1)OC(C(=O)NCCF)SC)C